ClC1=C2C=CC=NC2=C(C=N1)C1=NC=C(C(=C1)C)C(F)(F)F 5-chloro-8-(4-methyl-5-(trifluoromethyl)pyridin-2-yl)-1,6-naphthyridine